1-(4-Methoxy-2-methyl-5,7-dihydro-6H-pyrrolo[3,4-d]pyrimidin-6-yl)-2-(1-(2-(trifluoromethyl)pyridin-4-yl)azetidin-3-yl)ethan-1-one COC=1C2=C(N=C(N1)C)CN(C2)C(CC2CN(C2)C2=CC(=NC=C2)C(F)(F)F)=O